2-(2H-benzotriazol-2-yl)-6-dodecyl-4-undecylphenol N=1N(N=C2C1C=CC=C2)C2=C(C(=CC(=C2)CCCCCCCCCCC)CCCCCCCCCCCC)O